ethyl 2-cyano-2-(7-{[2-(trimethylsilyl)ethoxy]methyl}pyrrolo[2,3-d]pyrimidin-4-yl)acetate C(#N)C(C(=O)OCC)C=1C2=C(N=CN1)N(C=C2)COCC[Si](C)(C)C